3-[(2-Aminoethyl)amino]-1-propanol NCCNCCCO